FC(C(C(F)(F)F)(O)C1=CC=C(C=C1)NC(C1=CC(=CC=C1)C)=O)(F)F N-(4-(1,1,1,3,3,3-hexafluoro-2-hydroxypropan-2-yl)phenyl)-3-methylbenzamide